C(C=C)OC1=C(C=C(C=C1)/C=C/C(=O)N1CCN(CC1)C(C1=CC=C(C=C1)OC)=O)OC (e)-3-(4-(allyloxy)-3-methoxyphenyl)-1-(4-(4-methoxybenzoyl)piperazin-1-yl)prop-2-en-1-one